(1R,2R)-2-fluoro-N-(3-(6-(1-hydroxybut-3-en-1-yl)-4-methylpyridin-3-yl)-1-methyl-2-oxo-1,2-dihydro-1,6-naphthyridin-7-yl)cyclopropane-1-carboxamide F[C@H]1[C@H](C1)C(=O)NC1=NC=C2C=C(C(N(C2=C1)C)=O)C=1C=NC(=CC1C)C(CC=C)O